Cl.ClC1=CC=C(C=C1)CN1C(=NC2=C1C=CC=C2)CN2CCCC2 1-[(4-chlorophenyl)methyl]-2-(1-pyrrolidinylmethyl)-1H-benzimidazole, monohydrochloride